CC1=C(C(=CC=C1)C)C1=CC(=NC(=N1)NS(=O)(=O)C=1C=NN(C1)C)OC1=C(C=C(C(=O)O)C=C1)C 4-[6-(2,6-Dimethylphenyl)-2-[(1-methylpyrazol-4-yl)sulfonylamino]pyrimidin-4-yl]oxy-3-methyl-benzoic acid